CC1=CC2=C(N(N=N2)S(=O)(=O)C(F)(F)F)C=C1C 5,6-dimethyl-1-(trifluoromethanesulfonyl)-1H-benzotriazole